(S)-2-amino-5-(3-bromophenyl)-4-oxo-4,5-dihydrofuran-3-yl-5-d phenylmethanesulfonate C1(=CC=CC=C1)CS(=O)(=O)OC1=C(O[C@@](C1=O)([2H])C1=CC(=CC=C1)Br)N